C12CN(CC(N1)C2)CC2=CC=C(CC1=CC(=NC(=N1)N)NCCCC)C=C2 6-(4-((3,6-Diazabicyclo[3.1.1]heptan-3-yl)methyl)benzyl)-2-amino-4-(butylamino)pyrimidine